(9S)-9-[4-(3-fluoro-5-methylphenoxy)phenyl]-3,4,6,7,8,9-hexahydropyrido[2,1-c][1,2,4]thiadiazine 2,2-dioxide FC=1C=C(OC2=CC=C(C=C2)[C@@H]2CCCN3C2=NS(CC3)(=O)=O)C=C(C1)C